N-ethyl-isopropyl-ammonium C(C)[NH2+]C(C)C